(phenyl)methylenehydrazine C1(=CC=CC=C1)C=NN